pyrimidine-2,4-diamine methanesulfonate CS(=O)(=O)O.N1=C(N=C(C=C1)N)N